C(=O)(OC(C)(C)C)N1CCC2(CC(C2)C(=O)O)CC1 N-Boc-7-azaspiro[3.5]nonane-2-carboxylic acid